S(=O)(=O)(O)O.CC=1N(C=CC=CC1NC)C=1C=2N(C3=C(N1)N=CC(=C3)Br)C=NN2 methyl-1-(8-bromopyrido[2,3-e][1,2,4]triazolo[4,3-a]pyrazin-4-yl)-N-methylazepin-3-amine sulfate